[N+](=O)([O-])C=1C=C(C(=NC1)N)C(F)(F)F 5-Nitro-3-(trifluoromethyl)pyridin-2-amine